COC(=O)C1(CCC2(C(=CC3=CC=CC=C23)C2=CC=C(C=C2)O)CC1)NC1=CC(=CC=C1)Cl (1s,4s)-4-(3-Chloroanilino)-2'-(4-hydroxyphenyl)spiro[cyclohexane-1,1'-indene]-4-carboxylic acid methyl ester